(S)-tert-butyl (1-(5-(2-fluorophenyl)-1-((2-(trimethylsilyl)ethoxy)methyl)-1H-imidazol-2-yl)-7-(oxazol-4-yl)-7-oxoheptyl)carbamate FC1=C(C=CC=C1)C1=CN=C(N1COCC[Si](C)(C)C)[C@H](CCCCCC(=O)C=1N=COC1)NC(OC(C)(C)C)=O